benzyl ((1R,3S)-3-(2-(4-((tert-butoxycarbonyl)amino)butyl)-3-(trifluoromethyl)-5,6,7,8-tetrahydro-1,6-naphthyridine-6-carbonyl)-3-isopropylcyclopentyl)carbamate C(C)(C)(C)OC(=O)NCCCCC1=NC=2CCN(CC2C=C1C(F)(F)F)C(=O)[C@@]1(C[C@@H](CC1)NC(OCC1=CC=CC=C1)=O)C(C)C